OC1(CCC2(CN(C2)C2=NN=C(S2)C=2C(=CC(=NC2)C2=CC=C3N2N=CC(=C3)C#N)NC(C)C)CC1)C 7-(5-(5-(7-hydroxy-7-methyl-2-azaspiro[3.5]non-2-yl)-1,3,4-thiadiazol-2-yl)-4-(isopropylamino)pyridin-2-yl)pyrrolo[1,2-b]pyridazine-3-carbonitrile